tert-butyl 3-[2-[2-[2-[2-[2-[2-[2-(2-aminoethoxy)ethoxy]ethoxy]ethoxy]ethoxy]ethoxy]ethoxy]ethoxy]propanoate NCCOCCOCCOCCOCCOCCOCCOCCOCCC(=O)OC(C)(C)C